tert-butyl(3-((3-(9-(2,6-dioxopiperidin-3-yl)-9H-pyrido[2,3-b]indol-6-yl) prop-2-yn-1-yl)oxy)propyl)(methyl)carbamate C(C)(C)(C)OC(N(C)CCCOCC#CC=1C=C2C3=C(N(C2=CC1)C1C(NC(CC1)=O)=O)N=CC=C3)=O